C(C)OC(=O)C=1C=NN(C1)C(F)F 1-(Difluoromethyl)-1H-pyrazole-4-carboxylic acid ethyl ester